ClC1=NC(=NC=C1Cl)NC1=C(C=C2CCN(CC2=C1)C)OC N-(4,5-dichloropyrimidin-2-yl)-6-methoxy-2-methyl-1,2,3,4-tetrahydroisoquinolin-7-amine